BrC1=NN(C(N1CC(=O)OCC)=O)CC1=CC=C(C=C1)CN1CCN(CC1)C ethyl 2-[3-bromo-1-([4-[(4-methylpiperazin-1-yl)methyl]phenyl]methyl)-5-oxo-4,5-dihydro-1H-1,2,4-triazol-4-yl]acetate